C(C1=CC=CC=C1)OC1=CC(=C(C=C1)CC(=O)OC)F methyl 2-(4-(benzyloxy)-2-fluorophenyl)acetate